5-(tert-butoxycarbonylamino)bromopentane C(C)(C)(C)OC(=O)NCCCCCBr